1-[3-methoxypiperidinamido] (2E,4E,6E,8E,10E,12E,14E,16Z,18E)-4,8,13,17-tetramethylicosa-2,4,6,8,10,12,14,16,18-nonaenedioate C/C(/C=C/C(=O)ONC(=O)N1CC(CCC1)OC)=C\C=C\C(=C\C=C\C=C(\C=C\C=C(/C=C/C(=O)[O-])\C)/C)\C